N-(8-(methylamino)-5-(5-methyloxazolo[4,5-b]pyridin-2-yl)-2,7-naphthyridin-3-yl)cyclopropanecarboxamide CNC=1N=CC(=C2C=C(N=CC12)NC(=O)C1CC1)C=1OC=2C(=NC(=CC2)C)N1